COC([C@@H](NCCCNC(=O)OC(C)(C)C)CO)=O (3-((tert-Butoxycarbonyl)amino)propyl)-L-serine methyl ester